CC1(CC(C1)NC=1N=CC2=C(N1)NC=C2C=2C=CC1=C(N(N=N1)C)C2)NC(C)=O N-((1s,3s)-1-methyl-3-((5-(1-methyl-1H-benzo[d][1,2,3]triazol-6-yl)-7H-pyrrolo[2,3-d]pyrimidin-2-yl)amino)cyclobutyl)acetamide